N-methyl-2-(2-(5-((1,4,5,6-tetrahydrocyclopent[c]pyrazol-3-yl)amino)pyrazolo[1,5-a]pyridine-3-carbonyl)-2-azaspiro[3.3]hept-6-yl)acetamide CNC(CC1CC2(CN(C2)C(=O)C=2C=NN3C2C=C(C=C3)NC=3C2=C(NN3)CCC2)C1)=O